(S)-N-(4-(3-(1-propenoylpiperidin-3-yl)pyridin-4-yl)-2-methylbenzyl)-5-(tert-butyl)isoxazole-3-carboxamide C(C=C)(=O)N1C[C@@H](CCC1)C=1C=NC=CC1C1=CC(=C(CNC(=O)C2=NOC(=C2)C(C)(C)C)C=C1)C